S(C)(=O)(=O)O.CN(CCN(C1=C(C=C(C(=C1)OC)NC1=NC=CC(=N1)C1=CN(C2=CC=CC=C12)C)NC(C=C)=O)C)C N-[2-(2-Dimethylaminoethylmethylamino)-4-methoxy-5-[[4-(1-methylindol-3-yl)pyrimidin-2-yl]amino]phenyl]prop-2-enamide Mesylate Salt